N=1OC(C2C1C1=C(CCC2)C=CC=C1)=O 3a,4,5,6-tetrahydro-3H-benzo[6,7]cyclohepta[1,2-c]isoxazol-3-one